C(#N)C1=C(OC2=CC=C3N=CC(=NC3=C2)[C@@H]2COC3(C2)CCN(CC3)C3CCC(CC3)C3=C(C=C(C=C3)NC3C(NC(CC3)=O)=O)F)C(=CC=C1NS(N(C)CC)(=O)=O)F (3R)-3-[7-[2-cyano-3-[[ethyl(methyl)sulfamoyl]amino]-6-fluoro-phenoxy]quinoxalin-2-yl]-8-[4-[4-[(2,6-dioxo-3-piperidyl)amino]-2-fluoro-phenyl]cyclohexyl]-1-oxa-8-azaspiro[4.5]decane